(E)-methyl-3-(6-((5-(3-chloro-5-cyanophenoxy)-6-oxo-4-(trifluoromethyl)pyrimidin-1(6H)-yl)methyl)-2-(4-methoxybenzyl)-3-oxo-2,3-dihydropyridazin-4-yl)acrylate COC(\C=C\C=1C(N(N=C(C1)CN1C=NC(=C(C1=O)OC1=CC(=CC(=C1)C#N)Cl)C(F)(F)F)CC1=CC=C(C=C1)OC)=O)=O